2-(4-(13-Amino-5,8,11-trioxa-2-azatridecyl)-6-chloropyridin-2-yl)-6-(3-((4-methyl-4H-1,2,4-triazol-3-yl)methyl)oxetan-3-yl)isoindolin-1-one NCCOCCOCCOCCNCC1=CC(=NC(=C1)Cl)N1C(C2=CC(=CC=C2C1)C1(COC1)CC1=NN=CN1C)=O